tert-butyl 4-((4-(3-(2,6-dioxopiperidin-3-yl)-5-fluoro-1-methyl-1H-indazol-6-yl)piperazin-1-yl)methyl)piperidine-1-carboxylate O=C1NC(CCC1C1=NN(C2=CC(=C(C=C12)F)N1CCN(CC1)CC1CCN(CC1)C(=O)OC(C)(C)C)C)=O